C(C=C)N1N=C(C=2C1=NC=NC2N)C2=CC(=C(C=C2)N)F 1-allyl-3-(4-amino-3-fluorophenyl)-1H-pyrazolo[3,4-d]Pyrimidine-4-amine